((S)-2,7-Dimethyl-3-(3,4,5-trifluorophenyl)-4,5-dihydro-2H-pyrazolo[3,4-c]pyridin-6(7H)-yl)(7-(trifluoromethyl)-4,5,6,7-tetrahydropyrazolo[1,5-a]pyrimidin-3-yl)methanone CN1N=C2[C@@H](N(CCC2=C1C1=CC(=C(C(=C1)F)F)F)C(=O)C=1C=NN2C1NCCC2C(F)(F)F)C